C(C)(=O)CCCC(=O)O γ-acetylbutyric acid